BrN1S(=O)(=O)C2=CC=CC=C2C1=O bromosaccharin